(E)-2-(((3aR,4R,5R,8S,9R,12R)-8-hydroxy-4,7,9,12-tetramethyl-3-oxo-7-vinyldecahydro-4,9a-propanocyclopenta[8]annulen-5-yl)oxy)-2-oxoethyl 3-(3-chlorophenyl)acrylate ClC=1C=C(C=CC1)/C=C/C(=O)OCC(=O)O[C@H]1[C@]2([C@H]3C([C@H]([C@@H](C(C1)(C=C)C)O)C)(CCC3=O)CC[C@H]2C)C